2-ethyl-6-(propan-2-yl)-6,7-dihydro-4H-pyrazolo[1,5-a]pyrrolo[3,4-d]pyrimidine C(C)C1=NN2C(NC=3C(=C2)CN(C3)C(C)C)=C1